C(C1=CC=CC=C1)N1C[C@@H]2CC=CN([C@@H]2C1)N 8-benzyl-2-amino-(1S,6S)-2,8-diazabicyclo[4.3.0]-3-nonene